Cl.COC=1C=C(C=2CNCC2C1)N[C@H]1COCC1 (R)-6-Methoxy-N-(tetrahydrofuran-3-yl)isoindolin-4-amine hydrochloride